C(CCC)N1[C@H]([C@@H]([C@H]([C@H]([C@H]1CO)O)O)O)O (2S,3R,4S,5S,6R)-1-butyl-6-(hydroxymethyl)piperidine-2,3,4,5-tetrol